CC1=C(C2=CC=CC=C2C(=C1C/C=C(\\C)/CC/C=C(\\C)/CC/C=C(\\C)/CC/C=C(\\C)/CC/C=C(\\C)/CC/C=C(\\C)/CC/C=C(\\C)/CC/C=C(\\C)/CC/C=C(\\C)/CC/C=C(\\C)/CC/C=C(\\C)/CC/C=C(\\C)/CCC=C(C)C)O)O The molecule is a menaquinol whose structure comprises a 2-methylbenzohydroquinone nucleus and a side chain of thirteen isoprenoid units. It has a role as an electron donor.